C1(CCCCC1)OC(=O)NC=1C=C(C=NC1C)C1=CC2=C(N=C(S2)NC(CCCCCCOC2=NOC(=C2)C(=O)OC)=O)C=C1 Methyl 3-((7-((6-(5-(((cyclohexyloxy)carbonyl)amino)-6-methylpyridin-3-yl)benzo[d]thiazol-2-yl)amino)-7-oxoheptyl)oxy)isoxazole-5-carboxylate